[C-]1=[C-][C-]=CC=C1 Benzenetriide